FC=1C=C2CC[C@@H](CC2=C(C1)F)N[C@H](C(=O)NC=1N=CN(C1)C(CNCC(C)(C)C)(C)C)CCC (S)-2-((S)-6,8-difluoro-1,2,3,4-tetrahydronaphthalen-2-ylamino)-N-(1-(2-methyl-1-(neopentanylamino)propan-2-yl)-1H-imidazol-4-yl)pentanamide